NC1=NC=2C=C(C(=CC2C2=C1C=NN2C)C(=O)N(CC2=NC=C(C=C2F)C#CC(C)(C)O)C2CC2)F 4-amino-N-cyclopropyl-7-fluoro-N-((3-fluoro-5-(3-hydroxy-3-methylbut-1-yn-1-yl)pyridin-2-yl)methyl)-1-methyl-1H-pyrazolo[4,3-c]quinoline-8-carboxamide